1-(4-(2,4-dioxotetrahydropyrimidin-1(2H)-yl)phenyl)azetidine-3-carboxylic acid O=C1N(CCC(N1)=O)C1=CC=C(C=C1)N1CC(C1)C(=O)O